N1=NC=C(C=C1)N1CCCC1 (3R)-1-pyridazin-4-ylpyrrolidin